N[C@@H](C(C)C)C(=O)N1[C@@H](CCC1)C(=O)O Valylproline